2-(4-Methoxy-3-(1-methyl-1H-pyrazol-3-yl)-5-nitrophenyl)ethan-1-ol COC1=C(C=C(C=C1[N+](=O)[O-])CCO)C1=NN(C=C1)C